NCCCCCCCC[Si](OCC)(OCC)OCC aminooctyltriethoxysilane